5-(p-chlorophenyl)-6-(1-{[o-(trifluoromethyl)phenyl]methyl}-1H-pyrazol-4-yl)-4-pyrimidinylamine ClC1=CC=C(C=C1)C=1C(=NC=NC1C=1C=NN(C1)CC1=C(C=CC=C1)C(F)(F)F)N